C(CCCCC)NC([C@H](CNC(OCC1=CC=CC=C1)=O)NCCCCCCCC)=O benzyl (S)-(3-(hexylamino)-2-(octylamino)-3-oxopropyl)carbamate